FC[C@H]([C@@H](C)[C@H]1CC[C@H]2[C@@H]3CC[C@@H]4C[C@@](CC[C@@H]4[C@H]3CC[C@]12C)(O)CF)O (3R,5R,8R,9R,10S,13S,14S,17R)-17-((2S,3S)-4-fluoro-3-hydroxybutan-2-yl)-3-(fluoromethyl)-13-methylhexadecahydro-1H-cyclopenta[a]phenanthren-3-ol